CC=1C=C(C=C(C1)C)C1CCC2(CNC2C)CC1 7-(3,5-Dimethylphenyl)-1-methyl-2-azaspiro[3.5]nonan